dodecyl-1,11-dihydroxyhexasiloxane C(CCCCCCCCCCC)[SiH](O[SiH2]O[SiH2]O[SiH2]O[SiH2]O[SiH2]O)O